BrC1=CC2=C(CCC=3C(=NN(C23)C2=CSC=C2)C(=O)N2C(C(NCC2)=O)(C)C)C=C1OC 4-[8-bromo-7-methoxy-1-(3-thienyl)-4,5-dihydrobenzo[g]indazole-3-carbonyl]-3,3-dimethyl-piperazin-2-one